4-(3-(3-Cyclopropyl-8-methoxy-[1,2,4]triazolo[4,3-a]pyridin-7-yl)-4-fluorophenyl)-7-ethyl-7H-imidazo[4,5-c]pyridazine C1(CC1)C1=NN=C2N1C=CC(=C2OC)C=2C=C(C=CC2F)C=2C1=C(N=NC2)N(C=N1)CC